N1=CN=CC2=C1C=C1CC(=CC=C12)C(=O)N Indeno[2,1-d]pyrimidine-7-carboxamide